N-(5-((5-chloropyridin-2-yl)methoxy)-1,3,4-thiadiazol-2-yl)-6-(2-methoxyphenyl)-[1,2,4]triazolo[1,5-a]pyridine-7-carboxamide ClC=1C=CC(=NC1)COC1=NN=C(S1)NC(=O)C1=CC=2N(C=C1C1=C(C=CC=C1)OC)N=CN2